C(C)C1=NC(=NC=C1OC1CC(CCC1)C(=O)O)C=1C=NN(C1CNC1=NC=CC(=N1)OCCCF)C 3-((4-ethyl-2-(5-(((4-(3-fluoropropoxy)pyrimidin-2-yl)amino)methyl)-1-methyl-1H-pyrazol-4-yl)pyrimidin-5-yl)oxy)cyclohexane-1-carboxylic acid